6-(4-Amino-4-(pyridin-3-ylmethyl)piperidin-1-yl)-3-bromo-1H-pyrazolo[3,4-d]pyrimidine-4-carbonitrile NC1(CCN(CC1)C1=NC(=C2C(=N1)NN=C2Br)C#N)CC=2C=NC=CC2